8-cyclopropyl-2,3-dihydroquinolin C1(CC1)C1=CC=CC2=CCCN=C12